N1CC(C1)CN(C(OC(C)(C)C)=O)C tert-butyl N-(azetidin-3-ylmethyl)-N-methyl-carbamate